ClC1=C(C=C(C=C1)OC)C(=O)N1C2COCC1CN(C2)CC2=C(N=C1N2C=CC=C1)C1=CC=C(C=C1)Cl (2-Chloro-5-methoxyphenyl)(7-{[2-(4-chlorophenyl)imidazo[1,2-a]pyridin-3-yl]methyl}-3-oxa-7,9-diazabicyclo[3.3.1]non-9-yl)methanone